C1(CCCCC1)O[Si](OC)(OC)C cyclohexyl-methyl-dimethoxysilanol